tert-Butyl N-[2-[tert-butyl(diphenyl)silyl]oxy-3-[2-oxo-3-(3-oxo-4H-pyrazino[2,3-b][1,4]oxazin-6-yl)-1,3-oxazolidin-5-yl]propyl]carbamate [Si](C1=CC=CC=C1)(C1=CC=CC=C1)(C(C)(C)C)OC(CNC(OC(C)(C)C)=O)CC1CN(C(O1)=O)C1=NC2=C(OCC(N2)=O)N=C1